NC=1C(=NN2C1C=CC=C2)C(=O)O 3-aminopyrazolo[1,5-a]Pyridine-2-carboxylic acid